(2e)-heptenoic acid methyl ester COC(\C=C\CCCC)=O